O=C1NC(CCC1N1C(C2=C3C(C=CC=C13)=C(C=C2)C2CCN(CC2)CC(=O)N2CCC(CC2)C#CC2=CC=C(C1=CC=CC=C21)C(C)N2CCC(CC2)C(=O)NCC2=CC(=CC=C2)F)=O)=O 1-[1-[4-[2-[1-[2-[4-[1-(2,6-dioxo-3-piperidyl)-2-oxo-benzo[cd]indol-5-yl]-1-piperidyl]acetyl]-4-piperidyl]ethynyl]-1-naphthyl]ethyl]-N-[(3-fluorophenyl)methyl]piperidine-4-carboxamide